chloro-6-(4-iodo-1H-pyrazol-1-yl)pyridine ClC1=NC(=CC=C1)N1N=CC(=C1)I